C1(CC1)C1=CC=C(C=C1)[C@H](C)NC(=O)C1=CC=C2C(=C(N(C2=C1)C)C)CC1=CC=C(OC(C(=O)O)(C)C)C=C1 (S)-2-(4-((6-((1-(4-cyclopropylphenyl)ethyl)carbamoyl)-1,2-dimethyl-1H-indol-3-yl)methyl)phenoxy)-2-methyl-propanoic acid